ethyl-4H-1,2,4-triazol C(C)C1=NN=CN1